C1(=CC(=CC=C1)C1=NC(=NC=C1Cl)NC=1C=C(C=CC1C)NS(=O)(=O)C)C1=CC=CC=C1 N-(3-((4-([1,1'-biphenyl]-3-yl)-5-chloropyrimidin-2-yl)amino)-4-methylphenyl)methanesulfonamide